3-[(2-hydroxyethyl)amino]-1-propanol OCCNCCCO